NC1CN(CCC1)C 3-amino-1-methylpiperidine